(S)-3-(3-fluoro-4-(6-(2-methyl-2H-tetrazol-5-yl)pyridin-3-yl)phenyl)-5-(hydroxyfluoromethyl)oxazolidin-2-one FC=1C=C(C=CC1C=1C=NC(=CC1)C=1N=NN(N1)C)N1C(O[C@@H](C1)C(F)O)=O